7-chloro-3-(4-isoquinolinyl)-1H-pyrido[2,3-d]pyrimidine-2,4-dione ClC=1C=CC2=C(NC(N(C2=O)C2=CN=CC3=CC=CC=C23)=O)N1